((3ar,5r,7s,7ar)-1-isopropyl-3,3,7-trimethyloctahydrobenzo[c]isoxazol-5-yl)-4-methoxybenzonitrile C(C)(C)N1OC([C@H]2[C@H]1[C@H](C[C@H](C2)C2=C(C#N)C=CC(=C2)OC)C)(C)C